4-bromo-7-chloro-3-methyl-1H-indazole BrC1=C2C(=NNC2=C(C=C1)Cl)C